Cl.NC\C=C(\CN1N=NC2=C1C=C(C=C2C=2C=NC=C(C2)F)C#N)/F (Z)-1-(4-amino-2-fluorobut-2-en-1-yl)-4-(5-fluoropyridin-3-yl)-1H-benzo[d][1,2,3]triazole-6-carbonitrile hydrochloride